C(CCC)OC1=NN2C(C(=N1)N)=NC=C2CC2=C(C=CC(=C2)CN2CCCC2)F butoxy-7-(2-fluoro-5-(pyrrolidin-1-ylmethyl)benzyl)imidazo[2,1-f][1,2,4]triazin-4-amine